(S)-2-(2-fluoro-4-(tetrahydrofuran-2-yl)phenyl)benzo[d]imidazo[2,1-b]thiazole-7-carboxylic acid FC1=C(C=CC(=C1)[C@H]1OCCC1)C=1N=C2SC3=C(N2C1)C=CC(=C3)C(=O)O